7-bromo-5-chloro-3-ethyl-8-fluoroquinazoline-2,4(1H,3H)-dione BrC1=CC(=C2C(N(C(NC2=C1F)=O)CC)=O)Cl